(Rac)-trans-3-fluoropropyl 2-[(6-{[2-[(benzyloxy)methyl]cyclopropyl]methoxy}-5-(3-fluoroazetidin-1-yl)pyridin-2-yl)formamido]-2-ethylbutanoate C(C1=CC=CC=C1)OC[C@H]1[C@@H](C1)COC1=C(C=CC(=N1)C(=O)NC(C(=O)OCCCF)(CC)CC)N1CC(C1)F |r|